5-phenyl-2-(4-methoxyphenyl)benzo[d]oxazole C1(=CC=CC=C1)C=1C=CC2=C(N=C(O2)C2=CC=C(C=C2)OC)C1